ClC1=CC(=C(O[C@H](CCC(=O)[O-])CF)C=C1F)C(CC)(F)F (R)-2-(4-chloro-2-(1,1-difluoropropyl)-5-fluorophenoxy)-3-fluoropropylacetate